9-(4-tert-Butylpyridin-2-yl)-2-methoxy-9H-carbazole C(C)(C)(C)C1=CC(=NC=C1)N1C2=CC=CC=C2C=2C=CC(=CC12)OC